C(C)(C)(C)OC(=O)NCCCCCCCC(=O)OCC1=CC(=CC(=C1)CCCCCC)CCCCCC (3,5-dihexylphenyl)methyl 8-[(tert-butoxycarbonyl)amino]octanoate